1-(3-amino-3-oxopropyl) hydrazine-1-carboxylate N(N)C(=O)OCCC(=O)N